C(#N)C1=CC(CC(C1=O)(C)C)(C)CN(S(=O)(=O)C1=CC=CC=C1)C N-((3-cyano-1,5,5-trimethyl-4-oxocyclohex-2-en-1-yl)methyl)-N-methylbenzenesulfonamide